C(C)(C)(C)OC(=O)CCCCCCC(C(=O)O)CC1=CC=CC=C1 1-benzyl-heptane-1,7-dicarboxylic acid 7-tert-butyl ester